ClC1=CC(=NC=C1)C(=O)NC1=CC(=C(C=C1)C)NC(=O)C1=CN=CN1C 4-Chloro-N-(4-methyl-3-{[(1-methyl-1H-imidazol-5-yl)carbonyl]amino}phenyl)-pyridine-2-carboxamide